O.[Zn] zinc water